BrC1=C(N(N=C1C)C)C(=O)OCC ethyl 4-bromo-2,5-dimethyl-pyrazole-3-carboxylate